(2RS)-2-(6,7-Dihydro-5H-pyrrolo[1,2-c]imidazol-1-yl)-2-[6-[2-[4-[(4-hydroxy-1-piperidyl)methyl]phenyl]ethynyl]-1-oxo-4-(trifluoromethyl)isoindolin-2-yl]-N-thiazol-2-yl-acetamide C1(=C2N(C=N1)CCC2)[C@H](C(=O)NC=2SC=CN2)N2C(C1=CC(=CC(=C1C2)C(F)(F)F)C#CC2=CC=C(C=C2)CN2CCC(CC2)O)=O |r|